1-methyl-[3,3'-bipyridin]-6(1H)-one CN1C=C(C=CC1=O)C=1C=NC=CC1